ClC=1C(=CC(=NC1C1=CC=C(C=C1)F)C(CC1=C(N=NC2=C(C=C(C=C12)C(=O)N)OC)C)(C)O)C(C)(C)O 2-[5-chloro-6-(4-fluorophenyl)-4-(2-hydroxypropan-2-yl)pyridin-2-yl]-2-hydroxypropyl-8-methoxy-3-methylcinnoline-6-carboxamide